tert-butyl 3-[2-(4-chloro-2-methoxy-phenyl)-2-hydroxy-acetyl]-5-(trifluoromethoxy)indole-1-carboxylate ClC1=CC(=C(C=C1)C(C(=O)C1=CN(C2=CC=C(C=C12)OC(F)(F)F)C(=O)OC(C)(C)C)O)OC